4-chloro-5-methoxy-1H-indole-7-carboxylic acid ethyl ester C(C)OC(=O)C=1C=C(C(=C2C=CNC12)Cl)OC